(2S,4R)-4-hydroxy-1-[(2S)-2-(13-hydroxytridecanoylamino)-3,3-dimethyl-butanoyl]-N-[(1S)-1-[4-(4-methylthiazol-5-yl)phenyl]ethyl]pyrrolidine-2-carboxamide O[C@@H]1C[C@H](N(C1)C([C@H](C(C)(C)C)NC(CCCCCCCCCCCCO)=O)=O)C(=O)N[C@@H](C)C1=CC=C(C=C1)C1=C(N=CS1)C